F[C@H]1C[C@H](N(C1)C(CN1CCC(CC1)NC1=C2C(=CN=CC2=CC=C1)C)=O)C#N (2S,4S)-4-fluoro-1-[2-[4-[(4-methyl-5-isoquinolyl)amino]-1-piperidyl]acetyl]pyrrolidine-2-carbonitrile